4-(1-(5-(2,2,2-trifluoro-1-(oxetan-3-yl)ethyl)pyridin-2-yl)-1H-pyrazol-4-yl)-3-nitropyridin-2-amine FC(C(C1COC1)C=1C=CC(=NC1)N1N=CC(=C1)C1=C(C(=NC=C1)N)[N+](=O)[O-])(F)F